FC=1C(=CC(=NC1)NC1CCN(CC1)C(=O)OC(C)(C)C)C1=NN(C2=CC=CC=C12)COCC[Si](C)(C)C tert-butyl 4-((5-fluoro-4-(1-((2-(trimethylsilyl)ethoxy)methyl)-1H-indazol-3-yl)pyridin-2-yl)amino)piperidine-1-carboxylate